[N+](=O)([O-])C1=C(C=C)C=CC(=C1)[N+](=O)[O-] 2,4-dinitrostyrene